C1(=CC=CC=C1)S=P(OCC)(OC1=CC=C(C=C1)C#N)[O-] O-ethyl O-p-cyanophenyl phenyl-phosphorothioate